CCC(C)S(=O)NCC=1NC=NC1C(F)(F)F methyl-N-{[5-(trifluoromethyl)-3H-imidazol-4-yl]methyl}propane-2-sulfinamide